(R)-4-((5-(2-chloro-4-fluoro-3-hydroxyphenyl)-1,3,4-thiadiazol-2-yl)methyl)-6-(1-(2,4-difluorophenyl)-2,2,2-trifluoroethyl)-4,6-diazaspiro[2.4]heptane-5,7-dione ClC1=C(C=CC(=C1O)F)C1=NN=C(S1)CN1C2(CC2)C(N(C1=O)[C@@H](C(F)(F)F)C1=C(C=C(C=C1)F)F)=O